aluminum-nickel-lanthanum-germanium [Ge].[La].[Ni].[Al]